FC1=C2NC(C=3N(C2=C(C(=C1F)C1=C2C=NN(C2=CC(=C1)F)S(=O)(=O)C)OC)C(=NN3)C)(C)C 6,7-Difluoro-8-(6-fluoro-1-methylsulfonyl-1H-indazol-4-yl)-9-methoxy-1,4,4-trimethyl-5H-[1,2,4]triazolo[4,3-a]quinoxaline